CC1=NN(C(=C1)C)C1=NN(C(C=C1)=O)C1CC(N(C(C1)F)C1=C(C=C2C(=N1)CCOC2)C#N)F 2-[4-[3-(3,5-dimethylpyrazol-1-yl)-6-oxopyridazin-1-yl]-2,6-difluoropiperidin-1-yl]-7,8-dihydro-5H-pyrano[4,3-b]pyridine-3-carbonitrile